(1R)-1-[3-(trifluoromethyl)phenyl]ethan-1-amine HCl salt Cl.FC(C=1C=C(C=CC1)[C@@H](C)N)(F)F